The molecule is a dimethylbenzoic acid in which the two methyl groups are located at positions 2 and 4. It has a role as a metabolite. It derives from a benzoic acid. It is a conjugate acid of a 2,4-dimethylbenzoate. CC1=CC(=C(C=C1)C(=O)O)C